BrC=1C=CC(=C(N)C1)OC(F)(F)F 5-Bromo-2-trifluoromethoxyaniline